ethyl 3-chloro-6-(1-cyano-1-methyl-ethyl)imidazo[1,2-a]pyridine-2-carboxylate ClC1=C(N=C2N1C=C(C=C2)C(C)(C)C#N)C(=O)OCC